C12(CCCC1)OCCN1C2=NC(=N1)C(=O)O Spiro[5,6-dihydro-[1,2,4]triazolo[5,1-c][1,4]oxazine-8,1'-cyclopentane]-2-carboxylic acid